5-(4-Ethyl-2-fluorophenyl)-1-(oxan-4-yl)pyrazole-4-carboxylic acid C(C)C1=CC(=C(C=C1)C1=C(C=NN1C1CCOCC1)C(=O)O)F